2-chloro-N-(4-methoxyphenyl)-N-methylquinazolin-4-amine ClC1=NC2=CC=CC=C2C(=N1)N(C)C1=CC=C(C=C1)OC